N1CC(C1)OC=1C=CC(=C(C(=O)N[C@H](C)C=2C=C(C=CC2)C2=CC=C(S2)C(=O)NCC2OCC2)C1)C 5-(3-((R)-1-(5-(azetidin-3-yloxy)-2-methylbenzamido)ethyl)phenyl)-N-(oxetan-2-ylmethyl)thiophene-2-carboxamide